iron tris(sec-butyl acetoacetate) C(C)(CC)CC(CC(=O)[O-])=O.C(C)(CC)CC(CC(=O)[O-])=O.C(C)(CC)CC(CC(=O)[O-])=O.[Fe+3]